C(#N)C=1C(=NC=C(C(=O)NC2=CC(=C(C=C2)C)NC2=NC=CC=C2C2=C3N=CN(C3=NC=N2)C2OCCCC2)C1)C 5-cyano-6-methyl-N-(4-methyl-3-((3-(9-(tetrahydro-2H-pyran-2-yl)-9H-purin-6-yl)pyridin-2-yl)amino)phenyl)nicotinamide